2-methyl-[1,2,4]triazolo[1,5-a]pyridin-7-ol CC1=NN2C(C=C(C=C2)O)=N1